O[C@]12[C@@H]3CC[C@@H]4CC(CC[C@@]4([C@H]3CC[C@@]2([C@H](CC1)C=1COC(C1)=O)C)C)NC(=O)N1CCNCC1 N-((5R,8R,9S,10S,13R,14S,17R)-14-hydroxy-10,13-dimethyl-17-(5-oxo-2,5-dihydrofuran-3-yl)hexadecahydro-1H-cyclopenta[a]phenanthren-3-yl)piperazine-1-carboxamide